ClC1=CC=C(C=C1)CC(C(=O)OCC)N(CCC(C)C)C(=O)OCC ethyl 3-(4-chlorophenyl)-2-((ethoxy carbonyl)(isopentyl)amino)propanoate